BrC1=NNC2=NC(=NC(=C21)C#N)N2CCC(CC2)(C)NC([O-])=O (1-(3-bromo-4-cyano-1H-pyrazolo[3,4-d]pyrimidin-6-yl)-4-methylpiperidin-4-yl)carbamate